C(=NN)(N)N The molecule is a one-carbon compound whose unique structure renders it capable of acting as a derivative of hydrazine, guanidine or formamide. It has a role as an EC 1.4.3.4 (monoamine oxidase) inhibitor and an EC 1.14.13.39 (nitric oxide synthase) inhibitor. It is a member of guanidines and a one-carbon compound.